9-methyl-heptadecanoic acid CC(CCCCCCCC(=O)O)CCCCCCCC